1-((3s,4r)-1-((1,2,3-thiadiazol-4-yl)methyl)-4-(3,4-difluorophenyl)pyrrolidin-3-yl)-3-(3-ethoxy-4-methyl-1-phenyl-1H-pyrazol-5-yl)urea S1N=NC(=C1)CN1C[C@H]([C@@H](C1)C1=CC(=C(C=C1)F)F)NC(=O)NC1=C(C(=NN1C1=CC=CC=C1)OCC)C